C1(=CC=CC=C1)S(=O)(=O)N1C=C(C=2C1=NC=CC2)C=2N=C(SC2)C=2C=C(C=CC2)[C@]2(CCN1C2=NC=C1)O (S)-7-(3-(4-(1-(Phenylsulfonyl)-1H-pyrrolo[2,3-b]pyridin-3-yl)thiazol-2-yl)phenyl)-6,7-dihydro-5H-pyrrolo[1,2-a]imidazol-7-ol